N[C@H]1C[C@H](CCC1)C(=O)NC=1N=CC2=CC(=NC(=C2C1)NC(C)C)C#N (1S,3R)-3-amino-N-(7-cyano-5-(isopropylamino)-2,6-naphthyridin-3-yl)cyclohexane-1-carboxamide